((R)-4-(2-aminooxazolo[4,5-c]pyridin-7-yl)morpholin-2-yl)((S)-6-chloro-1-methyl-3,4-dihydroisoquinolin-2(1H)-yl)methanone NC=1OC2=C(C=NC=C2N2C[C@@H](OCC2)C(=O)N2[C@H](C3=CC=C(C=C3CC2)Cl)C)N1